3-(4-(ethoxycarbonylmethyl)thiazol-2-yl)-2-oxo-2H-chromen-7-one C(C)OC(=O)CC=1N=C(SC1)C1C(OC2=CC(C=CC2=C1)=O)=O